FC1=C(C(=O)O)C=C(C=C1)C=1OC(=NN1)C=1OC=CC1 2-fluoro-5-(5-(furan-2-yl)-1,3,4-oxadiazol-2-yl)benzoic acid